N-(5-((5-methoxy-3-methylpyridin-2-yl)ethynyl)-8-(methylamino)-2,7-naphthyridin-3-yl)cyclopropanecarboxamide COC=1C=C(C(=NC1)C#CC1=C2C=C(N=CC2=C(N=C1)NC)NC(=O)C1CC1)C